6-ethyl-7-(phenylmethyl)-4,7-diazaspiro[2.5]octane C(C)C1CNC2(CC2)CN1CC1=CC=CC=C1